2-(4-methoxybenzyl)-1,2-dihydro-3H-indazol-3-one COC1=CC=C(CN2NC3=CC=CC=C3C2=O)C=C1